1H-benzol-d C1(CC=CC=C1)[2H]